O[C@@H]([C@@H](C(=O)OCC)OS(=O)(=O)C1=CC=C(C=C1)[N+](=O)[O-])C1=CC=C(C=C1)OC ethyl (2S,3R)-3-hydroxy-3-(4-methoxyphenyl)-2-(((4-nitrophenyl)sulfonyl)oxy)propanoate